BrC(C1=CC(=NC(=C1)N1N=C(C=C1C)C)NC1CCC(CC1)(F)F)C=1OC=CN1 4-(bromo(oxazol-2-yl)methyl)-N-(4,4-difluorocyclohexyl)-6-(3,5-dimethyl-1H-pyrazol-1-yl)pyridin-2-amine